naphthalen-2-carboxylic acid methyl ester COC(=O)C1=CC2=CC=CC=C2C=C1